4-(methoxy)benzenesulfonamide COC1=CC=C(C=C1)S(=O)(=O)N